6-[4-[(8aR)-3,4,6,7,8,8a-hexahydro-1H-pyrrolo[1,2-a]pyrazin-2-yl]-5,6-difluoro-8-(methylamino)-9H-pyrido[2,3-b]indol-3-yl]-1-methyl-4-oxo-1,8-naphthyridine-3-carboxylic acid C1[C@@H]2N(CCN1C1=C(C=NC=3NC4=C(C=C(C(=C4C31)F)F)NC)C=3C=C1C(C(=CN(C1=NC3)C)C(=O)O)=O)CCC2